FC1([C@](C[C@]2(CO2)CC1)(C)CN1C=NC2=C1C=C(C=C2)C#N)F 1-(((3s,5s)-6,6-difluoro-5-methyl-1-oxaspiro[2.5]oct-5-yl)methyl)-1H-benzo[d]imidazole-6-carbonitrile